3-(2,2,7-tri-fluoro-3-oxo-4-prop-2-ynyl-3,4-dihydro-2H-benzo[1,4]oxazin-6-yl)-1H-pyrimidine FC1(OC2=C(N(C1=O)CC#C)C=C(C(=C2)F)N2CNC=CC2)F